1-(4-Bromo-2-((furan-2-ylmethyl)amino)phenyl)-2,2,2-trifluoroethan-1-ol BrC1=CC(=C(C=C1)C(C(F)(F)F)O)NCC=1OC=CC1